ethyl 1-tetrahydropyran-2-yloxycyclopropanecarboxylate O1C(CCCC1)OC1(CC1)C(=O)OCC